SC(CC(CO)(CO)CO)(S)S trimercaptotrimethylolpropane